FC(C(CC(C(F)(F)F)=O)=O)(F)F 1,1,1,5,5,5-hexafluoropentane-2,4-dione